α-D-Fructopyranose OC[C@@]1(O)[C@@H](O)[C@H](O)[C@H](O)CO1